tert-butyl (3aR,7aS)-5-(1-benzyloxycarbonylindolin-4-yl)-3,3a,4,6,7,7a-hexahydro-2H-pyrrolo[3,2-c]pyridine-1-carboxylate C(C1=CC=CC=C1)OC(=O)N1CCC2=C(C=CC=C12)N1C[C@@H]2[C@H](CC1)N(CC2)C(=O)OC(C)(C)C